N-tert-Butylsulfonyl-6-[4-[3-[2-(5-hydroxypyridin-3-yl)ethynyl]-5-(trifluoromethyl)benzoyl]piperazin-1-yl]pyridazine-3-carboxamide C(C)(C)(C)S(=O)(=O)NC(=O)C=1N=NC(=CC1)N1CCN(CC1)C(C1=CC(=CC(=C1)C(F)(F)F)C#CC=1C=NC=C(C1)O)=O